tri-(2-formylethyl)phosphine hydrochloride Cl.C(=O)CCP(CCC=O)CCC=O